N-Methyl-2-[[4-[1-methyl-4-(4-pyridyl)pyrazol-3-yl]phenoxy]methyl]-N-methylsulfonyl-quinoline-4-carboxamide CN(C(=O)C1=CC(=NC2=CC=CC=C12)COC1=CC=C(C=C1)C1=NN(C=C1C1=CC=NC=C1)C)S(=O)(=O)C